6-(4-ethoxy-3-fluoro-phenyl)-N-[(2-morpholino-3-pyridinyl)methyl]pyridazine-4-carboxamide C(C)OC1=C(C=C(C=C1)C1=CC(=CN=N1)C(=O)NCC=1C(=NC=CC1)N1CCOCC1)F